3-(6-(5-(dimethylcarbamoyl)-1H-1,2,3-triazol-4-yl)-1-oxoisoindolin-2-yl)-3',4'-difluorobiphenyl-4-carboxylic acid CN(C(=O)C1=C(N=NN1)C1=CC=C2CN(C(C2=C1)=O)C=1C=C(C=CC1C(=O)O)C1=CC(=C(C=C1)F)F)C